COC(=O)C1(C(N(C(C1)=O)CC1=C(C=C(C=C1)OC)OC)C1=CC=CC=C1)S(=O)(=O)C1=CC=C(C)C=C1 1-(2,4-dimethoxy-benzyl)-5-oxo-2-phenyl-3-p-toluenesulfonyl-pyrrolidine-3-carboxylic acid methyl ester